6,6-bis(methoxymethyl)-2-methylnonane COCC(CCCC(C)C)(CCC)COC